4-amino-7-chloro-2-oxo-1-phenyl-1,2-dihydroquinolin-3-carbonitrile NC1=C(C(N(C2=CC(=CC=C12)Cl)C1=CC=CC=C1)=O)C#N